(S)-N-(1-(2-(bis(3-cyclopropylphenyl)methylene)hydrazineyl)-1-oxopropan-2-yl)-3-hydroxy-4-methoxypicolinamide C1(CC1)C=1C=C(C=CC1)C(=NNC([C@H](C)NC(C1=NC=CC(=C1O)OC)=O)=O)C1=CC(=CC=C1)C1CC1